ClC1=CC(=C(N)C=C1)OCCCCC 4-chloro-2-(pentyloxy)aniline